C(C)(=O)OC[C@H]1O[C@H]([C@@H]([C@@H]1OC(C)=O)OC(C)=O)N1C2=NC(=NC(=C2N=C1)N1CC2(CCCC3=CC=CC=C23)CC1)Cl [(2R,3R,4R,5R)-3,4-diacetoxy-5-(2-chloro-6-spiro[pyrrolidine-3,1'-tetralin]-1-yl-purin-9-yl)tetrahydrofuran-2-yl]methyl acetate